4-(3-((dimethylamino)methyl)-3-methoxypyrrolidin-1-yl)-2,6-difluoro-N-(thiazol-4-yl)benzenesulfonamide CN(C)CC1(CN(CC1)C1=CC(=C(C(=C1)F)S(=O)(=O)NC=1N=CSC1)F)OC